C(C)C1C(=CCCN1C(=O)OCC1=CC=CC=C1)C1=CC=2C(=NC=CC2O)S1 benzyl 6-ethyl-5-(4-hydroxythieno[2,3-b]pyridin-2-yl)-3,6-dihydropyridine-1(2H)-carboxylate